S-isopropyl-isothiourea hydrogen iodide salt I.C(C)(C)SC(N)=N